8-(1-ethylcyclohexyloxycarbonyl)-tetracyclo[4.4.0.12,5.17,10]-3-dodecene C(C)C1(CCCCC1)OC(=O)C1C2C3C4C=CC(C3C(C1)C2)C4